N1(N=NC2=C1C=CC=C2)OC2=C1N=CN(C1=NC=N2)[C@H]2C[C@@H]([C@H](O2)CO)O (2R,3S,5R)-5-(6-((1H-benzo[d][1,2,3]triazol-1-yl)oxy)-9H-purin-9-yl)-2-(hydroxymethyl)tetrahydrofuran-3-ol